2-(1-(2-cyclopentyl-4-methyl-6-benzhydrylphenylimino)ethyl)-8-(2-cyclopentyl-4-methyl-6-benzhydrylphenylimino)-5,6,7-trihydroquinolinecarboxylic acid cobalt chloride [Co](Cl)Cl.C1(CCCC1)C1=C(C(=CC(=C1)C)C(C1=CC=CC=C1)C1=CC=CC=C1)N=C(C)C1(NC=2C(CCCC2C=C1)=NC1=C(C=C(C=C1C(C1=CC=CC=C1)C1=CC=CC=C1)C)C1CCCC1)C(=O)O